5-(4-methoxyquinazolin-6-yl)-N-(tetrahydro-2H-pyran-4-yl)pyrrolo[2,1-f][1,2,4]triazin-2-amine COC1=NC=NC2=CC=C(C=C12)C=1C=CN2N=C(N=CC21)NC2CCOCC2